CC1(CCN(CC1)C=1OC2=C(C=C(C=C2C(C1)=O)C)[C@@H](C)NC1=C(C(=O)O)C=C(C=C1)S(=O)(=O)C)C (R)-2-((1-(2-(4,4-dimethylpiperidin-1-yl)-6-methyl-4-oxo-4H-chromen-8-yl)ethyl)amino)-5-(methylsulfonyl)benzoic acid